N-(3,5-difluorobenzyl)-4-(3-(pyridin-4-ylmethyl)ureido)benzenesulfonamide methylsiloxymethacrylate C[SiH2]OC=C(C(=O)O)C.FC=1C=C(CNS(=O)(=O)C2=CC=C(C=C2)NC(=O)NCC2=CC=NC=C2)C=C(C1)F